BrCCCCCC(=O)OC1=CC2=C(NC=N2)C=C1 1H-benzo[d]imidazol-5-yl 6-bromohexanoate